(2S,3S,4R,5R)-4-allyl-5-(3-benzoyl-2,4-dioxo-3,4-dihydropyrimidin-1(2H)-yl)-3-((tert-butyldimethylsilyl)oxy)tetrahydrofuran-2-carbaldehyde C(C=C)[C@@H]1[C@@H]([C@H](O[C@H]1N1C(N(C(C=C1)=O)C(C1=CC=CC=C1)=O)=O)C=O)O[Si](C)(C)C(C)(C)C